C12(CC3CC(CC(C1)C3)C2)OC(=O)C2C3C=CC(C2)C3 5-(1-adamantyloxycarbonyl)-bicyclo[2.2.1]Hept-2-ene